FC1=CC=C(C=C1)C1=CN=C(S1)NC1=CC2=C(C=N1)N=CN2CCN2C(CCC2)C(=O)N [2-[6-[[5-(4-fluorophenyl)thiazol-2-yl]amino]imidazo[4,5-c]pyridin-1-yl]ethyl]pyrrolidine-2-carboxamide